N-(3-(tert-butyl)-1-isopropyl-1H-pyrazol-5-yl)-6-(imidazo[1,2-a]pyridine-3-carbonyl)-4,5,6,7-tetrahydrothieno[2,3-c]pyridine-3-carboxamide C(C)(C)(C)C1=NN(C(=C1)NC(=O)C1=CSC=2CN(CCC21)C(=O)C2=CN=C1N2C=CC=C1)C(C)C